BrC1=C(N(N=C1)C)C=1C=C(C=CC1OCCN(C)C)NC(=O)NC1=C(C=C(C=C1)F)F 1-[3-(4-Bromo-2-methyl-2H-pyrazol-3-yl)-4-(2-dimethylamino-ethoxy)-phenyl]-3-(2,4-difluorophenyl)-urea